lithium-zinc phosphate P(=O)([O-])([O-])[O-].[Zn+2].[Li+]